dimethyl 1-methyl-1H-pyrrole-2,3-dicarboxylate CN1C(=C(C=C1)C(=O)OC)C(=O)OC